2-(1-acryloyl-4-(7-(2,3-dihydro-1H-inden-4-yl)-6-methyl-2-((1-methylpyrrolidin-2-yl)methoxy)-5,6,7,8-tetrahydroquinazolin-4-yl)piperazin-2-yl)acetonitrile C(C=C)(=O)N1C(CN(CC1)C1=NC(=NC=2CC(C(CC12)C)C1=C2CCCC2=CC=C1)OCC1N(CCC1)C)CC#N